(R)-2-(5-((R)-pyrrolidin-3-yloxy)pentyl)-1,2,3,4-tetrahydro-1,8-naphthyridine N1C[C@@H](CC1)OCCCCC[C@H]1NC2=NC=CC=C2CC1